N-[Trans-(7RS,9RS)-3-cyclopropyl-5-(2-methylpropylsulfamoyl)-9-(pyridin-3-ylsulfonylamino)-8,9-dihydro-7H-cyclopenta[h]isochinolin-7-yl]pyridin-3-carboxamid C1(CC1)C=1N=CC2=C3C(=CC(=C2C1)S(NCC(C)C)(=O)=O)[C@@H](C[C@H]3NS(=O)(=O)C=3C=NC=CC3)NC(=O)C=3C=NC=CC3 |r|